C(C)(=O)C1=C(C2=C(N=C(N=C2)NC2=CC=C(C=N2)N2CCN(CC2)C(CCC2=C3CN(C(C3=CC=C2)=O)C2C(NC(CC2)=O)=O)=O)N(C1=O)C1CCCC1)C 3-(4-(3-(4-(6-((6-acetyl-8-cyclopentyl-5-methyl-7-oxo-7,8-dihydropyrido[2,3-d]pyrimidin-2-yl)amino)pyridin-3-yl)piperazin-1-yl)-3-oxopropyl)-1-oxoisoindolin-2-yl)piperidine-2,6-dione